BrC1=CC=C(S1)CN(CC(=O)NCC1=CC2=C(OC(O2)(F)F)C=C1)C 2-(((5-Bromothiophen-2-yl)methyl)(methyl)amino)-N-((2,2-difluorobenzo[d][1,3]dioxol-5-yl)methyl)acetamide